C\C=C/CCCC\C=C/CC (2Z-8Z)-undeca-2,8-dien